6-chloro-N2-phenyl-N4-(pyridin-3-ylmethyl)-1,3,5-triazine-2,4-diamine ClC1=NC(=NC(=N1)NC1=CC=CC=C1)NCC=1C=NC=CC1